z-(1S)-2-[1-(4-chlorophenyl)-3-methyl-cyclobutanecarbonyl]isoindoline-1-carboxylic acid ClC1=CC=C(C=C1)C1(CC(C1)C)C(=O)N1[C@@H](C2=CC=CC=C2C1)C(=O)O